FC1=C(N=CC2=C1N=C(N=C2N2CC1CCC(C2)N1C(=O)OC(C)(C)C)OCC=O)C1=C2C=NNC2=CC=C1C tert-butyl 3-[8-fluoro-7-(5-methyl-1H-indazol-4-yl)-2-(2-oxoethoxy)pyrido[4,3-d]pyrimidin-4-yl]-3,8-diazabicyclo[3.2.1]octane-8-carboxylate